8-(4-(1-(4-fluorophenyl)ethyl)piperazin-1-yl)-5-methyl-7-nitro-6-oxo-5,6-dihydro-1,5-naphthyridine FC1=CC=C(C=C1)C(C)N1CCN(CC1)C1=C(C(N(C=2C=CC=NC12)C)=O)[N+](=O)[O-]